N1(CCCCC1)C1=CC=C(S1)C=CC=O 3-(5-(piperidin-1-yl)thiophen-2-yl)prop-2-en-1-one